2,5-dichlorotrifluoromethyl-benzene ClC1=C(C=C(C=C1)Cl)C(F)(F)F